N-methyl-pyrazolidone CN1NC(CC1)=O